C(C)(=O)P(O)(=O)C acetylmethylphosphinic acid